NC1=C(C=C(C=N1)C1=CC=C(C=C1)C(=O)N1CC(NC(C1)C)C)OCC1=CC=CC=C1 [4-(6-amino-5-benzyloxy-pyridin-3-yl)-phenyl]-(3,5-dimethyl-piperazin-1-yl)-methanone